C1=CC=C2C(=C1)C(=CN2)[C@@H]([C@@H](COP(=O)([O-])[O-])O)O The molecule is dianion of (1S,2R)-1-C-(indol-3-yl)glycerol 3-phosphate arising from deprotonation of both phosphate OH groups. It is a conjugate base of a (1S,2R)-1-C-(indol-3-yl)glycerol 3-phosphate.